4-((1S,3R)-3-hydroxycyclobutyl)butan-2-one OC1CC(C1)CCC(C)=O